3-(4-hydroxyphenyl)-2-propen-1-ol OC1=CC=C(C=C1)C=CCO